3-methyl-2-acetoxymethyl-4-(3-methoxypropoxy)pyridine CC=1C(=NC=CC1OCCCOC)COC(C)=O